4-[[(1R)-2-[5-(2-fluoro-3-methoxyphenyl)-3-[[2-fluoro-6-(trifluoromethyl)phenyl]methyl]-3,6-dihydro-4-methyl-2,6-dioxo-1(2H)-pyrimidinyl]-1-phenylethyl]amino]butanoic acid FC1=C(C=CC=C1OC)C1=C(N(C(N(C1=O)C[C@@H](C1=CC=CC=C1)NCCCC(=O)O)=O)CC1=C(C=CC=C1C(F)(F)F)F)C